C12(CCC(CC1)C2)CO bicyclo[2.2.1]hept-1-yl-methanol